CN(C(=O)C1CC(C1)N1N=CC(=C1)C=1N=C(C=2N(C1)N=CC2)C=2C=NN(C2)C(CC)CC)C (1r,3r)-N,N-dimethyl-3-(4-(4-(1-(pentan-3-yl)-1H-pyrazol-4-yl)pyrazolo[1,5-a]pyrazin-6-yl)-1H-pyrazol-1-yl)cyclobutanecarboxamide